FC=1C(=NC=CC1)\C=C\C1=CC(=C(C=C1)C(C)C)OC (E)-3-fluoro-2-(4-isopropyl-3-methoxystyryl)pyridine